C(C)(C)N1N=CC=C1C1=NC=CC=C1COC=1C(=NC=CC1)C=O 3-((2-(1-isopropyl-1H-pyrazol-5-yl)pyridin-3-yl)methoxy)picolinaldehyde